C(C1=CC=CC=C1)(=O)C1(C2=NCN([C@H]3C[C@H](O)[C@@H](CO[Si](C)(C)C(C)(C)C)O3)C2=NC=N1)N 6-benzoyl-5'-O-tert-butyldimethylsilyl-2'-deoxyadenosine